ClCC(CC1=C(C=CC=C1)Cl)(O)C1(CC1)Cl 1-chloro-2-(1-chloro-cyclopropyl)-3-(2-chloro-phenyl)-propan-2-ol